FC1=C(C=CC(=C1)C)CN(C(=O)NCC1=CC=C(C=C1)OC(C)C)C1CCN(CC1)C 1-[(2-fluoro-4-methylphenyl)methyl]-1-(1-methylpiperidin-4-yl)-3-{[4-(propane-2-yloxy)phenyl]methyl}urea